4-[[3-isopropyl-1-(4-methylbenzene-sulfonyl)indol-5-yl]oxy]-3,5-dimethyl-aniline C(C)(C)C1=CN(C2=CC=C(C=C12)OC1=C(C=C(N)C=C1C)C)S(=O)(=O)C1=CC=C(C=C1)C